2-amino-6-allyl-pyrazine NC1=NC(=CN=C1)CC=C